(S)-5-(tert-butoxy)-2-((tert-butoxycarbonyl)amino)-5-oxopentanoic acid C(C)(C)(C)OC(CC[C@@H](C(=O)O)NC(=O)OC(C)(C)C)=O